(1aR,5aR)-2-(2,4-difluoro-phenyl)-1a,2,5,5a-tetrahydro-1H-2,3-diaza-cyclopropa[a]pentalene-4-carboxylic acid (piperidin-4-ylmethyl)-amide N1CCC(CC1)CNC(=O)C=1C=2C[C@@H]3[C@H](C2N(N1)C1=C(C=C(C=C1)F)F)C3